C(C1=CC=CC=C1)[C@H]1[C@@H](OC(O1)(CC)CC)CCO 2-((4S,5S)-5-benzyl-2,2-diethyl-1,3-dioxolan-4-yl)ethanol